C(C1=CC=CC=C1)N(C(O)=O)CCCC[C@H](C)NC1=C(C=CC=C1N1C(CCC1)=O)[N+](=O)[O-].FC(C(C(C(C(C(C(C(F)(F)F)(F)F)(F)F)(F)F)(F)F)(F)F)(F)F)(F)F perfluorooctane benzyl-(S)-(5-((2-nitro-6-(2-oxopyrrolidin-1-yl)phenyl)amino)hexyl)carbamate